6-((3aR,6aR)-5-(5-cyclopropyl-6-(tetrahydro-2H-pyran-4-yloxy)nicotinoyl)octahydropyrrolo[3,4-c]pyrrole-2-carbonyl)pyridine-3-sulfonamide C1(CC1)C=1C(=NC=C(C(=O)N2C[C@H]3[C@H](C2)CN(C3)C(=O)C3=CC=C(C=N3)S(=O)(=O)N)C1)OC1CCOCC1